(S)-6-((7,7-dimethyl-5-oxo-6,7-dihydro-5H-pyrrolo[3,4-b]pyridin-2-yl)amino)-4-((2-hydroxy-1-phenylethyl)amino)nicotinic acid CC1(NC(C=2C1=NC(=CC2)NC2=NC=C(C(=O)O)C(=C2)N[C@H](CO)C2=CC=CC=C2)=O)C